O1CCN(CC1)C1=CC=C(C=C1)NC1=NC=CC(=N1)C=1C=C(CNCC#N)C=CC1 2-(3-(2-(4-morpholinophenyl-amino)pyrimidin-4-yl)benzylamino)acetonitrile